(S)- and (R)-4-(2-((2-(6-(1-(2-hydroxyethyl)-1H-pyrazol-4-yl)-1H-indol-3-yl)-2-oxo-1-phenylethyl)amino)ethyl)benzonitrile OCCN1N=CC(=C1)C1=CC=C2C(=CNC2=C1)C([C@H](C1=CC=CC=C1)NCCC1=CC=C(C#N)C=C1)=O |r|